8-bromo-6-chloro-3,4-Dihydro-1H-isoquinoline-2-carboxylic acid benzyl ester C(C1=CC=CC=C1)OC(=O)N1CC2=C(C=C(C=C2CC1)Cl)Br